CC1CC(C2=C(C=CC(=C12)NC(=O)C3=CN(N=C3C(F)F)C)F)(C)C The molecule is a secondary carboxamide resulting from the formal condensation of the carboxy group of 3-(difluoromethyl)-1-methylpyrazole-4-carboxylic acid with the amino group of 7-fluoro-1,1,3-trimethylindan-4-amine. It is a member of pyrazoles, a secondary carboxamide, a member of indanes and an organofluorine compound.